8-{5-O-[bis(4-methoxyphenyl)(phenyl)methyl]-β-D-ribofuranosyl}imidazo[1,2-a]pyrimidin-5(8H)-one COC1=CC=C(C=C1)C(OC[C@@H]1[C@H]([C@H]([C@@H](O1)N1C=2N(C(C=C1)=O)C=CN2)O)O)(C2=CC=CC=C2)C2=CC=C(C=C2)OC